N1(C(CCC1)(C(=O)O)C(=O)O)C(=O)O pyrrolidinetricarboxylic acid